FC(C1(CC1)C(=O)N1CC2(C1)CNC[C@H]2C(=O)O)(F)F (S)-2-(1-(trifluoromethyl)cyclopropanecarbonyl)-2,6-diazaspiro[3.4]octane-8-carboxylic acid